C(N)(=N)C=1C=C(SC1)CNC(=O)[C@H]1N(CCC1)C(=O)NNC(C1=CC=C(C=C1)OC1=CC=CC=C1)=O (S)-N-((4-carbamimidoylthiophen-2-yl)methyl)-1-(2-(4-phenoxybenzoyl)hydrazine-1-carbonyl)pyrrolidine-2-carboxamide